[W].[In].[W]=O.[In] indium Tungsten Oxide Indium tungsten